O1CCC(CC1)OC(NC[C@H]1OC2=C(C1)C1=C(N=C(S1)C1=C3N=CC(=NC3=CC(=C1)C)OC)C=C2F)=O (S)-((5-fluoro-2-(2-methoxy-7-methylquinoxalin-5-yl)-7,8-dihydrobenzofuro[5,4-d]thiazol-7-yl)methyl)carbamic acid tetrahydro-2H-pyran-4-yl ester